2-[3-methyl-4-(4-piperidyl)-4,8,10,11-tetrazatricyclo[7.4.0.02,7]trideca-1(9),2(7),10,12-tetraen-12-yl]phenol CC1C=2C=3C=C(N=NC3NC2CCN1C1CCNCC1)C1=C(C=CC=C1)O